C(C1=CC=CC=C1)N1C(C2(CCC1)COCC=CC2)=O 2-Benzyl-8-oxa-2-azaspiro[5.6]dodec-10-en-1-one